N,N',N''-triallylcitric acid triamide C(C=C)NC(CC(O)(C(=O)NCC=C)CC(=O)NCC=C)=O